N1=CC(=CC=C1)NC(=S)NC1CCN(CC1)C1=NC=CC(=C1)OC1=CC(=CC=C1)OC(F)(F)F 1-(Pyridin-3-yl)-3-(1-(4-(3-(trifluoromethoxy)phenoxy)pyridin-2-yl)piperidin-4-yl)thiourea